C(C)(C)(C)OC(=O)N1[C@H](CN(CC1)C1=NC2=CN=C(C(=C2C=C1)O)C(NCC=1C=NC(=CC1)C#N)=O)CO (R)-4-(6-(((6-cyanopyridin-3-yl)methyl)carbamoyl)-5-hydroxy-1,7-naphthyridin-2-yl)-2-(hydroxymethyl)piperazine-1-carboxylic acid tert-butyl ester